rac-ethyl (1R,2R)-2-(dimethoxymethyl)-1-methylcyclopropane-1-carboxylate COC([C@H]1[C@@](C1)(C(=O)OCC)C)OC |r|